COCCN1C(=NC=2C1=NC(=CC2)C=2C=CN1N=C(N=CC12)NC1CCC(CC1)(O)C)C (1s,4s)-4-((5-(3-(2-methoxyethyl)-2-methyl-3H-imidazo[4,5-b]pyridin-5-yl)pyrrolo[2,1-f][1,2,4]triazin-2-yl)amino)-1-methylcyclohexan-1-ol